(R)-1-(2-chlorophenyl-4,5-d2)-2-(2H-tetrazol-2-yl)ethyl-1,2,2-d3 carbamate C(N)(O[C@](C([2H])([2H])N1N=CN=N1)([2H])C1=C(C=C(C(=C1)[2H])[2H])Cl)=O